CN(C(C=C)=O)C1CN(C1)C=1N=CC2=C(N1)C(=NC=N2)NC2=CC(=C(C=C2)OC2=CC1=C(N(N=N1)C)C=C2)C N-methyl-N-(1-(8-((3-methyl-4-((1-methyl-1H-benzo[d][1,2,3]triazol-5-yl)oxy)phenyl)amino)pyrimido[5,4-d]pyrimidin-2-yl)azetidin-3-yl)acrylamide